1,4,7-Triazacyclononane-1,4-bis-acetic acid N1(CCN(CCNCC1)CC(=O)O)CC(=O)O